(R)-3-hydroxy-3-(4-chlorophenyl)-propanal O[C@H](CC=O)C1=CC=C(C=C1)Cl